N1=NN(C2=NC=CC=C21)C2=CC=C(C(=O)N([C@H]1CNCCC1)C1=NC=CC=C1Cl)C=C2 (R)-4-(3H-[1,2,3]triazolo[4,5-b]pyridin-3-yl)-N-(3-chloropyridin-2-yl)-N-(piperidin-3-yl)benzamide